C1(=CC=CC=C1)C1=NC(=NC(=N1)C1=CC=NC=C1)C1=CC=C(C=C1)C1=CC(=CC=C1)B(O)O (4'-(4-phenyl-6-(pyridin-4-yl)-1,3,5-triazin-2-yl)-[1,1'-biphenyl]-3-yl)boronic acid